C1(CC1)C1C(N=NO1)=O cyclopropyl-oxadiazolone